butyl N-(4-{[8-({[(4-methoxyphenyl)methoxy]carbonyl}amino)-8-methylnonyl]amino}-2-methylbutan-2-yl)carbamate COC1=CC=C(C=C1)COC(=O)NC(CCCCCCCNCCC(C)(C)NC(OCCCC)=O)(C)C